FC=1C=CC=2N(C3=CC=C(C=C3C2C1)F)C[C@H]1OC1 (R)-3,6-difluoro-9-(oxiran-2-ylmethyl)-9H-carbazole